N1(N=NC2=C1C=CC=C2)O[P+](N2CCCC2)(N2CCCC2)N2CCCC2 1H-benzotriazol-1-yloxytripyrrolidinylphosphonium